C(C)(C)OC1=C(C=CC=C1)C1(NC=NC=C1C(=O)O)C 4-(isopropoxyphenyl)-4-methylpyrimidine-5-carboxylic acid